5-(N-(4-chloro-5-cyano-2-(cyclopentyloxy)phenyl)sulfamoyl)-4-cyclopropyl-2-fluorobenzoic acid ClC1=CC(=C(C=C1C#N)NS(=O)(=O)C=1C(=CC(=C(C(=O)O)C1)F)C1CC1)OC1CCCC1